1-(1,5-Dimethyl-3-(trifluoromethyl)-4,5-dihydro-1H-imidazo[1,5-a]pyrazolo[3,4-c]pyridin-7-yl)ethan-1-one CN1N=C(C2=C1C=1N(C(C2)C)C(=NC1)C(C)=O)C(F)(F)F